CN(C)C1=C(C=O)C=CC=C1 dimethylamino(benzaldehyde)